N-(ε-trifluoroacetylcaproyloxy)succinimide FC(C(=O)CCCCCC(=O)ON1C(CCC1=O)=O)(F)F